COC(\C=C\C(=O)NNC(CCC1=C(C=C(C=C1)NC(C)=O)C(N[C@H](C)C1=CC=CC2=CC=CC=C12)=O)=O)=O methyl-(R,E)-4-(2-(3-(4-acetamido-2-((1-(naphthalen-1-yl)ethyl)carbamoyl)phenyl)propanoyl)hydrazineyl)-4-oxobut-2-enoate